FC1=CC(=C(C=C1)C1=CC(=NC=C1)C=1OC2=C(N1)C=C(C=C2C(F)(F)F)CN[C@H]2[C@H](CCC2)O)C2=NN=CN2C (1S,2R)-2-{[(2-{4-[4-fluoro-2-(4-methyl-1,2,4-triazol-3-yl)phenyl]pyridin-2-yl}-7-(trifluoromethyl)-1,3-benzoxazol-5-yl)methyl]amino}cyclopentan-1-ol